(2s)-2-Amino-4-(Methylsulfanyl)-1-Pyridin-2-Ylbutane N[C@@H](CC1=NC=CC=C1)CCSC